COC(=O)C=1C(=C2C=C(NC2=C(C1)Cl)[Si](C)(C)C)OC 7-chloro-4-methoxy-2-(trimethylsilyl)-1H-indole-5-carboxylic acid methyl ester